3-(4-((2-(p-tolyl)benzyl)oxy)phenyl)propanoic acid C1(=CC=C(C=C1)C1=C(COC2=CC=C(C=C2)CCC(=O)O)C=CC=C1)C